isopentyl-triphenylphosphine iodide [I-].C(CC(C)C)C1=C(C=CC=C1)P(C1=CC=CC=C1)C1=CC=CC=C1